CC1=C(C(=CC=C1)C)NS(=O)(=O)C=1C=C(C=NC1OC)NC(=O)C1=C2C(=NC=C1)CCCO2 N-(5-(N-(2,6-dimethylphenyl)sulfamoyl)-6-methoxypyridin-3-yl)-3,4-dihydro-2H-pyrano[3,2-b]pyridine-8-carboxamide